tetra-piperidine silicate [Si](O)(O)(O)O.N1CCCCC1.N1CCCCC1.N1CCCCC1.N1CCCCC1